P(O)(=O)(OP(=O)(O)OP(=O)(O)O)OC[C@@H]1[C@H]([C@]([C@@H](O1)N1C(=O)N=C(NC(CCC)=O)C=C1)(O)F)O 2'-fluoro-N4-butyryl-cytidine triphosphate